NC1=NC=NN2C1=CC=C2[C@H]2[C@@H]([C@@H]([C@@](O2)(C#N)COP(=O)(OC2=CC=CC=C2)N[C@@H](C)C(=O)OC2CCOCC2)O)O tetrahydro-2H-pyran-4-yl ((((2R,3S,4R,5S)-5-(4-aminopyrrolo[2,1-f][1,2,4]triazin-7-yl)-2-cyano-3,4-dihydroxytetrahydrofuran-2-yl)methoxy)(phenoxy)phosphoryl)-L-alaninate